C(C1=CC=CC=C1)C=1C=C(S(=O)(=O)N)C=CC1N 3-benzylsulfanilamide